C(#N)C=1C(=CC(=NC1)NC(N(C)C1=NC(=C(C=C1)CN1C(CN(CC1)C)=O)C=O)=O)OCCF 3-(5-cyano-4-(2-fluoroethoxy)pyridin-2-yl)-1-(6-formyl-5-((4-methyl-2-oxopiperazin-1-yl)methyl)pyridin-2-yl)-1-methylurea